Naphthalene-1-amine C1(=CC=CC2=CC=CC=C12)N